5-[[2-fluoro-6-[4-(trifluoromethoxy)phenoxy]-3-(trifluoromethyl)benzoyl]amino]pyridine-2-carboxamide FC1=C(C(=O)NC=2C=CC(=NC2)C(=O)N)C(=CC=C1C(F)(F)F)OC1=CC=C(C=C1)OC(F)(F)F